(5alpha)-19-hydroxyandrostane-3,17-dione OC[C@]12CCC(C[C@@H]1CC[C@H]1[C@@H]3CCC([C@@]3(C)CC[C@H]21)=O)=O